CC1=CC(=NC=C1)C=1N=C(SC1)C1=C(C(=NC=C1)N)C1=CC=CC=C1 [4-(4-methylpyridin-2-yl)-1,3-thiazol-2-yl]-3-phenylpyridin-2-amine